2,4-dichloro-5-methyl-3-pyridinecarboxaldehyde ClC1=NC=C(C(=C1C=O)Cl)C